3-(5-((4-(2-chloro-3-fluorophenyl)piperidin-1-yl)methyl)-1-oxoisoindolin-2-yl)piperidine-2,6-dione ClC1=C(C=CC=C1F)C1CCN(CC1)CC=1C=C2CN(C(C2=CC1)=O)C1C(NC(CC1)=O)=O